OC1=C(C(=O)N\N=C\[C@]2([C@@H](N3C(C[C@H]3S2(=O)=O)=O)C(=O)O)C)C=CC=C1 (2s,3R,5R)-3-((e)-(2-(2-hydroxybenzoyl)hydrazono)methyl)-3-methyl-7-oxo-4-thia-1-azabicyclo[3.2.0]heptane-2-carboxylic acid 4,4-dioxide